O1C=C(C=C1)CCC1=C(C=CC=C1O)O 4-(2-(furan-3-yl)ethyl)benzene-5,3-diol